BrC1=CC=C(C(=N1)C(=O)O)O[C@H]1C[C@H](CC1)NC(=O)OC(C)(C)C 6-bromo-3-(((1R,3S)-3-((tert-butoxycarbonyl)amino)cyclopentyl)oxy)picolinic acid